ClC=1C=C(C=C(C1)Cl)C1=NC(=CC(=C1)CO)OC=1C=NC(=NC1)N1CCN(CC1)C (2-(3,5-dichlorophenyl)-6-((2-(4-methylpiperazin-1-yl)pyrimidin-5-yl)oxy)pyridin-4-yl)methanol